ClC1=CC(=C(C=C1)NS(=O)C(C)(C)C)C#N N-(4-chloro-2-cyanophenyl)-2-methylpropane-2-sulfinamide